6-(5-cyano-1H-pyrrolo[2,3-b]pyridin-1-yl)-N-(1-(4-(2,4-dioxotetrahydropyrimidin-1(2H)-yl)benzyl)piperidin-4-yl)-4-(isopropylamino)nicotinamide C(#N)C=1C=C2C(=NC1)N(C=C2)C2=NC=C(C(=O)NC1CCN(CC1)CC1=CC=C(C=C1)N1C(NC(CC1)=O)=O)C(=C2)NC(C)C